BrC1=C(C(=CC(=C1)F)C1=CC(=CC=C1)N1CCN(CC1)C(C)(C)C)O 3-bromo-3'-(4-(tert-butyl)piperazin-1-yl)-5-fluoro-[1,1'-biphenyl]-2-ol